NC=1NC(C2=C(N1)NC(=C2C2=CC(=CC=C2)C#N)C2=CC=C(C=C2)S(=O)(=O)N(C)C)=O 4-(2-amino-5-(3-cyanophenyl)-4-oxo-4,7-dihydro-3H-pyrrolo[2,3-d]pyrimidin-6-yl)-N,N-dimethylbenzenesulfonamide